C(=O)[O-].C(CCCCCCC)N.C(CCCCCCC)N.[Cu+2].C(=O)[O-] copper (II) bis(octanamine) formate